C(C)(=O)N1CCC2=CC(=CC=C12)S(=O)(=O)NNC(C1=CC=C(C=C1)O)=O 1-acetyl-N'-(4-hydroxybenzoyl)indoline-5-sulfonohydrazide